(1S,2R)-3-iodo-3,5-cyclohexadiene-1,2-diol IC=1[C@@H]([C@H](C=CC1)O)O